N-[4-[2-(2-Amino-4,7-dihydro-4-oxo-3H-pyrrolo[2,3-d]pyrimidin-5-yl)ethyl]benzoyl]-L-glutamic acid disodium salt [Na+].[Na+].NC=1NC(C2=C(N1)NC=C2CCC2=CC=C(C(=O)N[C@@H](CCC(=O)[O-])C(=O)[O-])C=C2)=O